3-[(2-chloro-6-fluorobenzyl)sulfanyl]-5-propyl[1,2,4]triazolo[4,3-a]pyrimidin-7(8H)-one ClC1=C(CSC2=NN=C3N2C(=CC(N3)=O)CCC)C(=CC=C1)F